2-[4-[[3-isopropyl-1-(p-tolylsulfonyl)-pyrrolo[3,2-b]pyridin-5-yl]methyl]-3,5-dimethyl-phenyl]-1,2,4-triazine-3,5-dione C(C)(C)C1=CN(C=2C1=NC(=CC2)CC2=C(C=C(C=C2C)N2N=CC(NC2=O)=O)C)S(=O)(=O)C2=CC=C(C=C2)C